methyl 4-{2-[4,6-bis(trifluoromethyl)-1,3,5-triazin-2-yl]-6-chloro-2,3,4,9-tetrahydro-1H-pyrido[3,4-b]indol-1-yl}butanoate FC(C1=NC(=NC(=N1)C(F)(F)F)N1C(C=2NC3=CC=C(C=C3C2CC1)Cl)CCCC(=O)OC)(F)F